C(C)(C)(C)OC(NCC(C)NC(=O)C1=CC2=CC=CC(=C2C=C1)OC1=CC=C(C=C1)C(F)(F)F)=O tert-butyl(2-(5-(4-(trifluoromethyl)phenoxy)-2-naphthamido)propyl)carbamate